2-methyl-8-(5-methylfuran-2-yl)-[1,2,4]triazolo[1,5-a]pyrazin-6-amine CC1=NN2C(C(=NC(=C2)N)C=2OC(=CC2)C)=N1